2-chloro-N-(5-((E)-2-(2-(((1r,4r)-4-(dimethylamino)cyclohexyl)amino)pyrimidin-5-yl)vinyl)-6-methylpyridin-2-yl)-4-fluorobenzenesulfonamide ClC1=C(C=CC(=C1)F)S(=O)(=O)NC1=NC(=C(C=C1)\C=C\C=1C=NC(=NC1)NC1CCC(CC1)N(C)C)C